C(OC1=CC=C(C=C1)[N+](=O)[O-])(O[C@H]1COCC1)=O (R)-4-nitrophenyl (tetrahydrofuran-3-yl) carbonate